Cyclopentyl L-Alaninate HCl Salt Cl.N[C@@H](C)C(=O)OC1CCCC1